ClC1=CC=C(C=C1)N1C([C@@H]2[C@H](C1=O)C=N[C@]2(P(OCC)(=O)OCC)C2=CC=CC=C2)=O |r| Diethyl (1RS,3aSR,6aSR)-5-(4-chlorophenyl)-4,6-dioxo-1-phenyl-1,3a,4,5,6,6a-hexahydropyrrolo[3,4-c]pyrrole-1-phosphonate